C(C)(C)(C)OC(=O)N1C=CC2=CC=C(C=C12)CNC(=O)C=1N=C2N(N=CC=C2N2CCOCC2)C1 6-((8-morpholinoimidazo[1,2-b]pyridazine-2-carboxamido)methyl)-1H-indole-1-carboxylic acid tert-butyl ester